N-[2-(1H-imidazol-4-yl)ethyl]-1H-indole-5-carboxamide N1C=NC(=C1)CCNC(=O)C=1C=C2C=CNC2=CC1